alpha-linolenic acid-13C18 [13C]([13CH2][13CH2][13CH2][13CH2][13CH2][13CH2][13CH2]\[13CH]=[13CH]/[13CH2]\[13CH]=[13CH]/[13CH2]\[13CH]=[13CH]/[13CH2][13CH3])(=O)O